C1(CCCCC1)NC(N([C@H](C)C1=CC=C(C=C1)OC)CC=C(C1=CC=CC=C1)C1=CC=CC=C1)=O (R)-3-cyclohexyl-1-(3,3-diphenylallyl)-1-(1-(4-methoxyphenyl)ethyl)urea